C(C1=CC=CC=C1)OC1=CC=CC(=N1)[C@@]12CCN(C[C@H]2C1)CC1=NC2=C(N1C[C@H]1OCC1)C=C(C=C2)C(=O)O 2-(((1S,6r)-6-(6-(benzyloxy)pyridin-2-yl)-3-azabicyclo[4.1.0]hept-3-yl)methyl)-1-((S)-oxetan-2-ylmethyl)-1H-benzo[d]imidazole-6-carboxylic acid